COC=1C=C(C=CC1C)NC(=O)C1CCC(CC1)N1C(C2=CC=CC(=C2C1)C)=O (1s,4s)-N-(3-Methoxy-4-methylphenyl)-4-(4-methyl-1-oxoisoindolin-2-yl)cyclohexanecarboxamide